8-[(Decyloxy)amino]octadecanoic acid 3-pentyloxy ester CCC(CC)OOC(CCCCCCC(CCCCCCCCCC)NOCCCCCCCCCC)=O